FC1(CN(CCC1)C(=O)OC)F methyl 3,3-difluoropiperidine-1-carboxylate